2-(1-Cyclopropyl-4-methoxy-1H-pyrazol-5-yl)-5-(difluoromethoxy)-N-(4-(1-methyl-4-(trifluoromethyl)-1H-imidazol-2-yl)benzyl)pyrimidin-4-amine C1(CC1)N1N=CC(=C1C1=NC=C(C(=N1)NCC1=CC=C(C=C1)C=1N(C=C(N1)C(F)(F)F)C)OC(F)F)OC